COC=1C=C2CCN(C(C2=C(C1)OC=C1CC=C(OC(C(=O)O)(C)C)C=C1)=O)CC1=CC(=CC=C1)C(F)(F)F 2-{4-[6-methoxy-1-oxo-2-(3-trifluoromethyl-benzyl)-1,2,3,4-tetrahydroisoquinoline-8-oxy-methylene]phenoxy}-2-methylpropionic acid